7-((2s,5r)-5-ethyl-4-(1-(4-fluoro-2-(trifluoromethyl)phenyl)ethyl)-2-methylpiperazin-1-yl)-4-methyl-2,4-dihydro-5H-pyrazolo[4,3-b]Pyridin-5-one C(C)[C@H]1N(C[C@@H](N(C1)C=1C=2C(N(C(C1)=O)C)=CNN2)C)C(C)C2=C(C=C(C=C2)F)C(F)(F)F